diallylbisphenol A cyanate [O-]C#N.C(C=C)C=1C(=C(O)C=CC1C(C)(C)C1=CC=C(C=C1)O)CC=C